ClC=1C=CC2=C(CN(CC(=N2)N)C2CC2)C1 7-chloro-4-cyclopropyl-4,5-dihydro-3H-1,4-benzodiazepin-2-amine